SC(C(=O)O)C mercapto-propionic acid